tert-butyl 2-[6-(2-pyridin-3-ylethyl)quinazolin-4-yl]-2,7-diazaspiro[3.5]nonane-7-carboxylate N1=CC(=CC=C1)CCC=1C=C2C(=NC=NC2=CC1)N1CC2(C1)CCN(CC2)C(=O)OC(C)(C)C